CC1(C2=CC=CC=C2C=2C=CC(=CC12)N(C1=CC(=C(C=C1)C1=CC=C(C=C1)N(C1=CC=CC=C1)C1=CC=C(C=C1)C1=CC=CC=C1)C1=CC=CC=C1)C1=CC=CC=C1)C 4-{(9,9-dimethylfluoren-2-yl)-phenylamino}-4'-(biphenyl-4-yl-phenylamino)-2-phenyl-biphenyl